6-Chloro-3-[[(1R)-1-[2-(1-isopropylpyrazol-4-yl)-3,6-dimethyl-4-oxo-chromen-8-yl]ethyl]-amino]pyridine-2-carboxylic acid ClC1=CC=C(C(=N1)C(=O)O)N[C@H](C)C=1C=C(C=C2C(C(=C(OC12)C=1C=NN(C1)C(C)C)C)=O)C